3-cyclohexyl-2-aminopropanesulfonic Acid C1(CCCCC1)CC(CS(=O)(=O)O)N